methylene chloride isocyanate C(Cl)N=C=O